C(C)OCC1=CC=C(C=C1)C1=CC=C(C=C1)NC(C(C)(C)OC1=CC=C(C=C1)F)=O N-(4'-(ethoxymethyl)-[1,1'-biphenyl]-4-yl)-2-(4-fluorophenoxy)-2-methylpropanamide